C(C=C)(=O)N1[C@@H](CCCC1)C=1N(C(=C(N1)C1=CC=C(C=C1)C(NC1=NC=C(C=C1)Cl)=O)C(=O)N)N (S)-2-(1-Acryloylpiperidin-2-yl)-1-amino-4-(4-((5-chloropyridin-2-yl)carbamoyl)phenyl)-1H-imidazol-5-carboxamid